(4-cyanophenyl)-6-(2-(pyridin-3-yl)ethyl)isoindoline-2-carbonitrile C(#N)C1=CC=C(C=C1)C1N(CC2=CC=C(C=C12)CCC=1C=NC=CC1)C#N